C(C)OC=CC1=NNC(C=C1C)=O 3-(2-ethoxyvinyl)-4-methyl-6-oxopyridazine